2,6-bis(2'-methoxy-5'-methyl-3'-(2-phenylpropan-2-yl)-[1,1'-biphenyl]-2-yl)picoline zirconium [Zr].COC1=C(C=C(C=C1C(C)(C)C1=CC=CC=C1)C)C1=C(C=CC=C1)C1(NC(=CC=C1)C1=C(C=CC=C1)C1=C(C(=CC(=C1)C)C(C)(C)C1=CC=CC=C1)OC)C